ClC=1C(=C(C=CC1)CNC(CN1N=C(C2=CC(=CC=C12)C#N)C(=O)N)=O)F (2-((3-chloro-2-fluorophenylmethyl)amino)-2-oxoethyl)-5-cyano-1H-indazole-3-carboxamide